CC1(N(CC(C1)CCCC=O)C(=O)OC(C)(C)C)C tert-Butyl 2,2-dimethyl-4-(4-oxobutyl)pyrrolidine-1-carboxylate